N-hydroxy-4-((2-methoxy-5-(methyl-(2-oxo-2H-chromen-4-yl)amino)phenyl)methyl)benzamide ONC(C1=CC=C(C=C1)CC1=C(C=CC(=C1)N(C1=CC(OC2=CC=CC=C12)=O)C)OC)=O